C1CCC12CCC2 spiro-[3.3]heptan